fluoro-azole FC=1NC=CC1